NC1CC(NCC1)(C(=O)O)CCCCB(O)O Anti-4-amino-2-(4-boronobutyl)piperidine-2-carboxylic acid